FC(OC=1C=C(OC2=NC=C(C=N2)NC2=NC=CC=C2N)C=CC1)(F)F N2-[2-[3-(trifluoromethoxy)phenoxy]pyrimidin-5-yl]pyridine-2,3-diamine